(1s,4s)-4-(2-(benzyloxy)-3,5-difluorophenyl)cyclohexan-1-ol C(C1=CC=CC=C1)OC1=C(C=C(C=C1F)F)C1CCC(CC1)O